4,4'-methylenedibenzoyl chloride C(C1=CC=C(C(=O)Cl)C=C1)C1=CC=C(C(=O)Cl)C=C1